1,1'-bis(diphenylphosphino)ferrocene palladium (II) dichloride [Pd](Cl)Cl.C1(=CC=CC=C1)P([C-]1C=CC=C1)C1=CC=CC=C1.[C-]1(C=CC=C1)P(C1=CC=CC=C1)C1=CC=CC=C1.[Fe+2]